4-methoxypiperidine COC1CCNCC1